NC1=C2C([C@]3([C@](OC4=C3C=CC(=C4)[C@@H](C)C4CC4)(C2=CC=C1)O)NC([C@H]([C@H](C)O)N(C)C)=O)=O (2S,3S)-N-((4bR,9bR)-1-amino-7-((S)-1-cyclopropylethyl)-4b-hydroxy-10-oxo-4b,10-dihydro-9bH-indeno[1,2-b]benzofuran-9b-yl)-2-(dimethylamino)-3-hydroxybutanamide